6-{4-[(3-Chloro-4-methylpyridin-2-yl)oxy]phenyl}-1,5-dimethylpyrimidine-2,4(1H,3H)-dione ClC=1C(=NC=CC1C)OC1=CC=C(C=C1)C1=C(C(NC(N1C)=O)=O)C